ClC=1C(=C(C(=O)N)C=C(C1)C1=CN(C=2N=C3N(C(C21)=O)CCC3)CC(=O)NC3=C(C(=NC(=C3)N3CCCC3)F)Cl)O 3-chloro-5-(1-(2-((3-chloro-2-fluoro-6-(pyrrolidin-1-yl)pyridin-4-yl)amino)-2-oxoethyl)-4-oxo-4,6,7,8-tetrahydro-1H-dipyrrolo[1,2-a:2',3'-d]pyrimidin-3-yl)-2-hydroxybenzamide